C(CCCCCCCCCCCCCCCCC)OC(\C=C/C1=CC(O)=C(O)C=C1)=O Z-caffeic acid stearyl ester